N-[(trichlorosilyl)propyl]ethylenediamine Cl[Si](Cl)(Cl)CCCNCCN